C(C)OC(=O)C1OCCCC1 tetrahydro-2H-pyran-2-carboxylic acid ethyl ester